N-(4-((2-amino-3-chloropyridin-4-yl)oxy)-3-fluorophenyl)-1-(6-fluoropyridazin-3-yl)-5-(trifluoromethyl)-1H-pyrazole-4-carboxamide NC1=NC=CC(=C1Cl)OC1=C(C=C(C=C1)NC(=O)C=1C=NN(C1C(F)(F)F)C=1N=NC(=CC1)F)F